COC1=CC(=CC2=C1N=C(S2)C2=C1N=CC(=NC1=CC(=C2)C)COC)OC 4,6-dimethoxy-2-(2-(methoxymethyl)-7-methylquinoxalin-5-yl)benzo[d]thiazole